1-[4-(2-{5-[(1R,4R,7R)-7-amino-2-azabicyclo[2.2.1]heptane-2-carbonyl]-7-methoxy-1-methyl-1H-1,3-benzodiazol-2-yl}-1-(cyclopropylmethyl)-1H-indol-6-yl)piperidin-1-yl]ethan-1-one N[C@H]1[C@@H]2N(C[C@H]1CC2)C(=O)C2=CC1=C(N(C(=N1)C=1N(C3=CC(=CC=C3C1)C1CCN(CC1)C(C)=O)CC1CC1)C)C(=C2)OC